Cl.N[C@@H](CCCCN)C(=O)O Lysin-Hydrochlorid